benzyl-4-bromo-5-methyl-1,2,3,6-tetrahydropyridine C(C1=CC=CC=C1)N1CCC(=C(C1)C)Br